FC(S(=O)(=O)OC=1C=2CCC2C=CC1C1=CC(=NC=C1)OC(F)(F)F)(F)F 3-(2-(trifluoromethoxy)pyridin-4-yl)bicyclo[4.2.0]octa-1(6),2,4-trien-2-yl trifluoromethanesulfonate